Cl.FC[C@@H](C)N (R)-1-fluoro-2-propylamine hydrochloride